3-(2-ethynylthiazol-4-yl)-2-methylcyclopent-2-en-1-one C(#C)C=1SC=C(N1)C1=C(C(CC1)=O)C